C(#N)[C@@]1([C@@H](CN(CC1)C1=C(C=CC=C1)C(F)(F)F)CC)C=1C=CC(=NC1C(=O)OC(C)(C)C)C=1C(=NC=CC1)OCC tert-butyl 5-((3S,4S)-4-cyano-3-ethyl-1-(2-(trifluoromethyl)phenyl)piperidin-4-yl)-2'-ethoxy-[2,3'-bipyridine]-6-carboxylate